ClC1=NC2=CC(=CC=C2C(=N1)N(C1=CC=CC=C1)C)F 2-chloro-7-fluoro-N-methyl-N-Phenylquinazolin-4-amine